C(C(=C)C)(=O)OCCCO.[Li] lithium hydroxypropyl methacrylate